2,6-bis(hydroxymethyl)-4-tert-butoxyphenol OCC1=C(C(=CC(=C1)OC(C)(C)C)CO)O